(S,E)-3-(2-((4-((6-((4-chloro-2-fluorobenzyl)oxy)-5-fluoropyridin-2-yl)oxy)piperidin-1-yl)-methyl)-1-(oxetan-2-ylmethyl)-1H-benzo[d]imidazol-6-yl)acrylic acid formate salt C(=O)O.ClC1=CC(=C(COC2=C(C=CC(=N2)OC2CCN(CC2)CC2=NC3=C(N2C[C@H]2OCC2)C=C(C=C3)/C=C/C(=O)O)F)C=C1)F